2,6-diamino-3-((pyridine-3-yl)-azo)pyridine NC1=NC(=CC=C1N=NC=1C=NC=CC1)N